N-methyl-N-(4-((5-methyl-3-nitropyridin-2-yl)oxy)phenyl)acrylamide CN(C(C=C)=O)C1=CC=C(C=C1)OC1=NC=C(C=C1[N+](=O)[O-])C